N[C@@H]1CN(CCC1)C1=NC2=C(N1CC1=NC=C(C#N)C=C1)C=CC=C2Cl (S)-6-((2-(3-Aminopiperidin-1-yl)-4-chloro-1H-benzo[d]imidazol-1-yl)methyl)nicotinonitril